ClC1=CC=CC(=N1)C(=O)NC[C@H]1NC([C@@H](OCC1)C1=CC(=CC=C1)C1=CC=C(C=C1)Cl)=O 6-chloro-N-[[(2S,5S)-2-[3-(4-chlorophenyl)phenyl]-3-oxo-1,4-oxazepan-5-yl]methyl]pyridine-2-carboxamide